N-[3-[4'-((3-fluorooxetan-3-yl)methoxy)-4,5,5',6'-tetrahydro-2H-Spiro[furan-3,8'-pyrano[3,4-b]pyridin]-2'-yl]-1H-pyrrolo[2,3-c]pyridin-5-yl]acetamide FC1(COC1)COC1=C2C(=NC(=C1)C1=CNC3=CN=C(C=C31)NC(C)=O)C3(OCC2)COCC3